BrC1=C(CN(C(=O)C2=CC(=NN2)C(F)(F)F)CCC2CCS(CC2)(=O)=O)C(=CC=C1)F N-(2-bromo-6-fluorobenzyl)-N-(2-(1,1-dioxidotetrahydro-2H-thiopyran-4-yl)ethyl)-3-(trifluoromethyl)-1H-pyrazole-5-carboxamide